COC1CCN(CC1)C1=NC=CC(=N1)NC=1N=CC2=C(C=CC(=C2C1)[C@@H]1N(CCCC1)C(C=C)=O)N1[C@@H]([C@H](C1)CS(=O)(=O)C(F)(F)F)C 1-((R)-2-(3-((2-(4-methoxypiperidin-1-yl)pyrimidin-4-yl)amino)-8-((2R,3S)-2-methyl-3-(((trifluoromethyl)sulfonyl)methyl)azetidin-1-yl)isoquinolin-5-yl)piperidin-1-yl)prop-2-en-1-one